2-acetoxytetradecane C(C)(=O)OC(C)CCCCCCCCCCCC